FC(C=1C=CN=NC1)(F)F 5-(trifluoromethyl)pyridazin